ClC=1C(=C(C=CC1)NC1=NC=NC2=CC(=C(C=C12)[N+](=O)[O-])C#CC1CNCC1)F N-(3-chloro-2-fluorophenyl)-6-nitro-7-(pyrrolidin-3-ylethynyl)quinazolin-4-amine